ClC(C)C(C1=CC=CC=C1)Cl α-CHLOROETHYL-BENZYL CHLORIDE